The molecule is a triglyceride formed by acylation of the three hydroxy groups of glycerol with palmitoleic acid. It derives from a palmitoleic acid. CCCCCC/C=C\\CCCCCCCC(=O)OCC(OC(=O)CCCCCCC/C=C\\CCCCCC)COC(=O)CCCCCCC/C=C\\CCCCCC